N-[[6-(4-pyrrol-1-ylphenoxy)-2-pyridyl]sulfonyl]-2-(2,2,4-trimethylpyrrolidin-1-yl)pyridine-3-carboxamide N1(C=CC=C1)C1=CC=C(OC2=CC=CC(=N2)S(=O)(=O)NC(=O)C=2C(=NC=CC2)N2C(CC(C2)C)(C)C)C=C1